p-mercaptoterephthalic acid SC1(CC=C(C(=O)O)C=C1)C(=O)O